3-(2-{3-cyanopyrazolo[1,5-a]pyridin-6-yl}ethynyl)-1-[(3S,5R)-5-(methoxymethyl)-1-(prop-2-enoyl)pyrrolidin-3-yl]-5-(methylamino)pyrazole-4-carboxamide C(#N)C=1C=NN2C1C=CC(=C2)C#CC2=NN(C(=C2C(=O)N)NC)[C@@H]2CN([C@H](C2)COC)C(C=C)=O